1-((1r,3r)-3-((5-(1-(2,2-difluoroethyl)-2-methyl-1H-benzo[d]imidazol-6-yl)-7H-pyrrolo[2,3-d]pyrimidin-2-yl)amino)-1-methylcyclobutyl)pyrrolidin-2-one FC(CN1C(=NC2=C1C=C(C=C2)C2=CNC=1N=C(N=CC12)NC1CC(C1)(C)N1C(CCC1)=O)C)F